1-(3-fluoropyridin-4-yl)-N-{2-methoxy-3-[3-(pyrrolidin-1-yl)propoxy]-6H,7H,8H-cyclopenta[b]1,5-naphthyridin-9-yl}piperidin-4-amine FC=1C=NC=CC1N1CCC(CC1)NC1=C2C(=NC3=CC(=C(N=C13)OC)OCCCN1CCCC1)CCC2